1,4-bis(p-hydroxyphenyl)piperazine OC1=CC=C(C=C1)N1CCN(CC1)C1=CC=C(C=C1)O